hexyl-N6-(6-(hexylamino)hexyl)-N6-methylhexane-1,6-diamine C(CCCCC)C(CCCCCN(C)CCCCCCNCCCCCC)N